FC1=C(C=CC=C1)C1=C(C=C(C=C1)CNC)NS(=O)(=O)C1=CC=C(C=C1)CC N-(2'-fluoro-4-((methylamino)methyl)-[1,1'-biphenyl]-2-yl)-4-ethylbenzenesulfonamide